ClC1=NNC2=NC(=NC(=C21)N([C@H]2CN[C@H](CC2)C)C)NC=2C=NN(C2)CC 3-chloro-N6-(1-ethyl-1H-pyrazol-4-yl)-N4-methyl-N4-((3R,6S)-6-methylpiperidin-3-yl)-1H-pyrazolo[3,4-d]pyrimidine-4,6-diamine